N-(4-amino-2-tetrahydropyran-2-yl-pyrazolo[4,3-c]pyridin-7-yl)-N'-methyl-N'-[1-[4-(trifluoromethyl)phenyl]ethyl]oxamide NC1=NC=C(C=2C1=CN(N2)C2OCCCC2)NC(=O)C(=O)N(C(C)C2=CC=C(C=C2)C(F)(F)F)C